C(=O)O.FC=1C(=NC(=NC1)NC1=CC(=C(C(=O)NC2=CC=CC=C2)C=C1)C(F)(F)F)NC=1C=CC2=C(NC(O2)=O)C1 4-(5-fluoro-4-(2-oxo-2,3-dihydrobenzo[d]oxazol-5-ylamino)pyrimidin-2-ylamino)-N-phenyl-2-(trifluoromethyl)benzamide formate salt